N-[3-fluoro-4-({6-methoxy-7-[3-(3-methoxypiperidin-1-yl)propoxy]quinolin-4-yl}oxy)phenyl]-5-(4-fluorophenyl)-6-oxo-2,3,5,6-tetrahydrofuro[3,2-c]pyridine-7-carboxamide FC=1C=C(C=CC1OC1=CC=NC2=CC(=C(C=C12)OC)OCCCN1CC(CCC1)OC)NC(=O)C1=C2C(=CN(C1=O)C1=CC=C(C=C1)F)CCO2